4-(2,3-dichlorophenyl)-1H-pyrrole-3-nitrile ClC1=C(C=CC=C1Cl)C=1C(=CNC1)C#N